C(C)(C)(C)C1=C(C(=O)N[C@@H]2[C@H](CCCC2)O)C=CC(=C1NCC1=CC=2OCCNC2N=C1)C tert-butyl-3-{[(3,4-dihydro-2H-pyrido[3,2-b][1,4]oxazin-7-yl)methyl]amino}-N-[(1S,2S)-2-hydroxycyclohexyl]-4-methylbenzamide